propyl 2-(formyloxy)-2-methylpropanoate C(=O)OC(C(=O)OCCC)(C)C